Diethyl 1-[2-(4-chloro-3-methylphenyl)-2-oxoethyl]-4-cyclobutyl-1H-pyrazole-3,5-dicarboxylate ClC1=C(C=C(C=C1)C(CN1N=C(C(=C1C(=O)OCC)C1CCC1)C(=O)OCC)=O)C